4-(2-methoxy-3-o-fluorophenylbenzyloxy)benzylamine COC1=C(COC2=CC=C(CN)C=C2)C=CC=C1C1=C(C=CC=C1)F